(2-(6-methoxy-5-(trifluoromethyl)pyridin-3-yl)cyclopentyl)methanol COC1=C(C=C(C=N1)C1C(CCC1)CO)C(F)(F)F